OCOS(=O)(=O)C1=NC=CC=C1 hydroxymethylpyridinesulfonate